3,6-difluoro-11-azatricyclo[6.2.1.02,7]Undec-2,4,6,9-tetraene FC1=C2C3C=CC(C2=C(C=C1)F)N3